ClC=1C=C(C=CC1OC)C(C(=O)OC)C(C)=O methyl 2-(3-chloro-4-methoxyphenyl)-3-oxobutanoate